2-(CYCLOPROPYLMETHOXY)ACETALDEHYDE C1(CC1)COCC=O